(R)-N'-(4-fluoro-2,6-diisopropylphenylcarbamoyl)-5-(2-hydroxypropan-2-yl)thiazole-2-sulfonimidamide FC1=CC(=C(C(=C1)C(C)C)NC(=O)N=[S@](=O)(N)C=1SC(=CN1)C(C)(C)O)C(C)C